FC(C1=CSC2=C1N=CN=C2N[C@H](CN2CCN(CC2)S(=O)(=O)C2=CN=C(S2)NC(OC)=O)C)(F)F methyl N-[5-({4-[(2S)-2-{[7-(trifluoromethyl)thieno[3,2-d]pyrimidin-4-yl]amino}propyl]piperazin-1-yl}sulfonyl)-1,3-thiazol-2-yl]carbamate